BrC1CC(NC1)(C1=CC=CC=C1)C1=C(C=CC=C1)C(F)(F)F 4-bromo-2-(trifluoromethylphenyl)-2-phenylpyrrolidine